C1(=CC=CC=C1)C1=[O+]C(=CC=C1)C1=CC=CC=C1 2,6-diphenyl-pyrylium